COC1=NC=CC(=C1C(=O)O)C(F)(F)F 2-methoxy-4-(trifluoro-methyl)pyridine-3-carboxylic acid